C1CCC(C)O1 Ethylen-propylenoxid